O(C1=CC=CC=C1)C1=CC=C(C=C1)NC(NC1=CC(=NC=C1)C(=O)OC)=O Methyl 4-(3-(4-phenoxyphenyl)ureido)picolinate